C(C)C(CCNC(C1=C(C(=C(C(=C1I)NC(COC)=O)I)C(=O)Cl)I)=O)CC diethyl-3-(3-(chloroformyl)-2,4,6-triiodo-5-(2-methoxyacetylamino)benzoylamino)propane